(2S)-1-[3-[3-(2-methylsulfanylpyrimidin-4-yl)-1-tetrahydropyran-2-yl-indazol-5-yl]oxypropoxy]propan-2-ol CSC1=NC=CC(=N1)C1=NN(C2=CC=C(C=C12)OCCCOC[C@H](C)O)C1OCCCC1